BrC=1C=C2C(=NC=3N(C2=CC1OC)N=CC3)Cl 7-bromo-5-chloro-8-methoxypyrazolo[1,5-a]quinazoline